C(N)(=O)C1=CC2=C(SC(=C2C)C(F)(F)P(O)(O)=O)C(=C1)OCCCS(=O)(=O)C ((5-carbamoyl-3-methyl-7-(3-(methylsulfonyl)propoxy)benzo[b]thiophen-2-yl)difluoromethyl)phosphonic acid